C1([C@@H](O)[C@H](O)[C@@H]([C@@H](O)C)O1)=O L-fucono-1,4-lactone